FC1=CC=C(OC2=CC=C(C=C2)C2CCN(CC2)C(=O)N2C[C@@H]3[C@@H](OCC(N3)=O)CC2)C=C1 (4aR,8aS)-6-[4-[4-(4-fluorophenoxy)phenyl]piperidine-1-carbonyl]-4,4a,5,7,8,8a-hexahydropyrido[4,3-b][1,4]oxazin-3-one